C(C)OC(=O)C1=CC(=C2C(=N1)SC=C2C)CO.ClC2=C(C=CC=C2C2C(NC(CC2)=O)=O)C2=CC(=C(C=C2)N2C(CCCC2)=O)F 3-(2-chloro-3'-fluoro-4'-(2-oxopiperidin-1-yl)-[1,1'-biphenyl]-3-yl)piperidine-2,6-dione ethyl-4-(hydroxymethyl)-3-methylthieno[2,3-b]pyridine-6-carboxylate